ClCC(=O)O.C(CCC(=O)O)(=O)OS(=O)(=O)Cl Chlorosulfonic acid Succinic anhydride Monochloroacetate